4-{((cis)-3-hydroxy-2,2-dimethylcyclobutyl)amino}-1-(2-chlorophenyl)-7-(trifluoromethyl)-pyrido[2,3-d]-pyrimidin-2(1H)-one O[C@H]1C([C@H](C1)NC=1C2=C(N(C(N1)=O)C1=C(C=CC=C1)Cl)N=C(C=C2)C(F)(F)F)(C)C